BrC=1C=NC=C(C1)C=1SC=CC1 3-bromo-5-thiophenyl-pyridine